N1N=CC2=C1C1CCC(C2)O1 1,4,5,6,7,8-hexahydro-5,8-epoxycyclohepta[c]pyrazole